CC1=CC=C2C=NN(C2=C1C1CCC=2C(=NC=NC2C1)N1CCNCC1)C1OCCCC1 7-(6-methyl-1-tetrahydropyran-2-yl-indazol-7-yl)-4-piperazin-1-yl-5,6,7,8-tetrahydroquinazoline